2-fluoro-3-methyl-4-[(1-methyl-1,3-benzodiazol-5-yl)oxy]aniline FC1=C(N)C=CC(=C1C)OC1=CC2=C(N(C=N2)C)C=C1